NC1=CC(=C2O[C@@H](CC(CCC[C@](C3=NN=C(C1=N2)O3)(O)C(F)(F)F)O)C)C(F)(F)F (6R,12R)-17-Amino-12-methyl-6,15-bis(trifluoromethyl)-13,19-dioxa-3,4,18-triazatricyclo[12.3.1.12,5]nonadeca-1(18),2,4,14,16-pentaene-6,10-diol